2-(1-(4-chlorobenzoyl)-5-methoxy-2-methyl-1H-indol-3-yl)acetic acid methyl ester COC(CC1=C(N(C2=CC=C(C=C12)OC)C(C1=CC=C(C=C1)Cl)=O)C)=O